C(=O)(O)C=1C=C2C(C(N(C2=CC1)CC)\C=C\C=C\C1=CC=C(C=C1)N(C)C)(C)C 5-carboxy-2-((1E,3E)-4-(4-(dimethylamino)phenyl)butan-1,3-dien-1-yl)-1-ethyl-3,3-dimethyl-3H-indol